(2S)-4-hydroxy-1-(6-oxo-6-undecoxy-hexyl)pyrrolidine-2-carboxylic acid [8-(1-octylnonyloxy)-8-oxo-octyl] ester C(CCCCCCC)C(CCCCCCCC)OC(CCCCCCCOC(=O)[C@H]1N(CC(C1)O)CCCCCC(OCCCCCCCCCCC)=O)=O